CC1OC(CN(C1)C=1OC=2C(=NC(=C(C2)N)N2CCCCC2)N1)C 2-(2,6-dimethylmorpholino)-5-(piperidin-1-yl)oxazolo[4,5-b]pyridin-6-amine